CC1=C(C=CC(=C1)C)S(=O)(=O)C=1N=NN2C1NC(C1=CC=C(C=C21)N2CC1(CCN1C)C2)=O 3-(2,4-dimethylbenzenesulfonyl)-8-{1-methyl-1,6-diazaspiro[3.3]heptan-6-yl}-4H,5H-[1,2,3]triazolo[1,5-a]quinazolin-5-one